C(C)C1C(N(C=2C(NC(=NC2N1CC1=CC(=CC=C1)C(F)(F)F)N)=O)C)=O 7-Ethyl-5-methyl-6-oxo-8-(3-(trifluoromethyl)benzyl)-5,6,7,8-tetraHydropterin